Piperazin-1-yl-(2-(m-tolyl)benzo[d]imidazo[2,1-b]thiazol-7-yl)methanone N1(CCNCC1)C(=O)C1=CC2=C(N3C(S2)=NC(=C3)C=3C=C(C=CC3)C)C=C1